FC(C[C@@H](/C=C/S(=O)(=O)C)NC(=O)C=1C(=NC(=NC1)C(C)(F)F)OC1=CC=CC=C1)F (S,E)-N-(5,5-difluoro-1-(methylsulfonyl)pent-1-en-3-yl)-2-(1,1-difluoroethyl)-4-phenoxypyrimidine-5-carboxamide